IC(C)I di-iodo-ethane